Methyl (S)-1-allyl-5-fluoro-2-(4-methoxybenzyl)-3-oxoisoindoline-1-carboxylate C(C=C)[C@@]1(N(C(C2=CC(=CC=C12)F)=O)CC1=CC=C(C=C1)OC)C(=O)OC